[Cl-].[Cl-].C[SiH](C)[Zr+2](C1C(=CC2=C(C=CC=C12)C1=CC=CC=C1)C)C1C(=CC2=C(C=CC=C12)C1=CC=CC=C1)C Racemic-dimethylsilylbis[2-methyl-4-phenyl-indenyl]zirconium dichloride